1,9-dimethoxy-5,6,6a,7-tetrahydro-4H-dibenzo[de,g]quinolin-2-ol hydrochloride Cl.COC1=C(C=C2CCNC3CC4=C(C1=C23)C=CC(=C4)OC)O